1-(p-tolyl)benzene-1,4-diamine C1(=CC=C(C=C1)C1(CC=C(C=C1)N)N)C